C(C)(C)(C)OC(N[C@@H]1C2=CC=CC=C2CC12CCN(CC2)C2=CN=C1C(=N2)N(N=C1I)C1OCCCC1)=O ((1S)-1'-(3-iodo-1-(tetrahydro-2H-pyran-2-yl)-1H-pyrazolo[3,4-b]pyrazin-6-yl)-1,3-dihydrospiro[inden-2,4'-piperidin]-1-yl)carbamic acid tert-butyl ester